Dibutyl thiodipropionate CCCCOC(=O)CCSCCC(=O)OCCCC